NC1(CCN(CC1)C1=NC(=C2C(=N1)NN=C2C2=C(C(=CC=C2)Cl)Cl)C(=O)N)CC=2C=NC=CC2 6-(4-amino-4-(pyridin-3-ylmethyl)piperidin-1-yl)-3-(2,3-dichlorophenyl)-1H-pyrazolo[3,4-d]pyrimidine-4-carboxamide